F[C@H]1C[C@H](C1)OC1=CC=C(C=C1)C1=C(C(=NC(=C1C#N)SCC1COC1)NC)C#N 4-(4-((cis)-3-fluorocyclobutoxy)phenyl)-2-(methylamino)-6-(((oxetan-3-yl)methyl)-thio)pyridine-3,5-dicarbonitrile